N-[2-(p-ethoxybenzenesulfonyloxy)phenyl]-N'-[3-(p-ethoxybenzenesulfonyloxy)phenyl]urea C(C)OC1=CC=C(C=C1)S(=O)(=O)OC1=C(C=CC=C1)NC(=O)NC1=CC(=CC=C1)OS(=O)(=O)C1=CC=C(C=C1)OCC